COC1=C(C(=CC=C1)OC)C=1C(=C(C(=NC1COCC)O)C(=O)N1C[C@H](CC1)C1=CC=CC=C1)O 5-(2,6-dimethoxyphenyl)-6-(ethoxymethyl)-3-[(3R)-3-phenylpyrrolidine-1-carbonyl]pyridine-2,4-diol